OOOOOCCCCCCCCCCCC pentaoxaheptadecan